{(1S)-1-[3-(5-amino-6-chloropyridin-3-yl)phenyl]ethyl}-6-(7-fluoro-3-methyl-1-benzofuran-5-yl)-2-methylpyrimidin-4-amine NC=1C=C(C=NC1Cl)C=1C=C(C=CC1)[C@H](C)C=1C(=NC(=NC1C=1C=C(C2=C(C(=CO2)C)C1)F)C)N